4-(((1R,5S,8r)-3-azabicyclo[3.2.1]octan-8-yl)amino)-N-((R)-1-(3-(difluoromethyl)-2-fluorophenyl)ethyl)-1-(1-(difluoromethyl)cyclopropyl)-6-oxo-1,6-dihydropyridine-3-carboxamide [C@H]12CNC[C@H](CC1)C2NC=2C(=CN(C(C2)=O)C2(CC2)C(F)F)C(=O)N[C@H](C)C2=C(C(=CC=C2)C(F)F)F